C(C1=CC=CC=C1)OC=1C(=NC=CC1)C(=O)C1=C(C(N([C@H]1C1=NC=C(C=C1)C(F)(F)F)C1CCOCC1)=O)O |r| rac-4-(3-(benzyloxy)picolinoyl)-3-hydroxy-1-(tetrahydro-2H-pyran-4-yl)-5-(5-(trifluoromethyl)pyridin-2-yl)-1,5-dihydro-2H-pyrrol-2-one